[NH4+].[P+3] Phosphorus (P)-Ammonium